(1R,4r)-4-((2R,4aS,6S,8aR)-6-heptyl-decalin-2-yl)cyclohexane-1-formaldehyde C(CCCCCC)[C@@H]1C[C@@H]2CC[C@H](C[C@H]2CC1)C1CCC(CC1)C=O